OC1=C(C=CC(=C1)C(F)(F)F)C1=C2C(=C(N=N1)N[C@@H]1C(NCCC1)=O)C=NC=C2 (S)-3-((1-(2-hydroxy-4-(trifluoromethyl)phenyl)pyrido[3,4-d]pyridazin-4-yl)amino)piperidin-2-one